2-[2-[benzyl-(trimethylsilylmethyl)amino]ethyl]isoindoline-1,3-dione C(C1=CC=CC=C1)N(CCN1C(C2=CC=CC=C2C1=O)=O)C[Si](C)(C)C